N-[5-[5-(1-methylazetidin-3-yl)oxy-2-prop-1-ynyl-4-pyridyl]pyrazolo[1,5-a]pyridin-2-yl]cyclopropanecarboxamide CN1CC(C1)OC=1C(=CC(=NC1)C#CC)C1=CC=2N(C=C1)N=C(C2)NC(=O)C2CC2